NC1=NC(=CC(=C1)C[C@@H]1[C@H](N(C1=O)C(=O)N[C@H](CC)C1=CC(=C(C=C1)C)Cl)C(=O)N(C)C=1N(C=CN1)C)C (2S,3R)-3-((2-amino-6-methylpyridin-4-yl)methyl)-N2-(1-methyl-1H-imidazol-2-yl)-N1-((R)-1-(3-chloro-4-methylphenyl)propyl)-N2-methyl-4-oxoazetidine-1,2-dicarboxamide